methyl N-[[5-[2-(4-amino-2,6-difluorophenyl)-2H-1,2,3-triazol-4-yl]-2-methyl-phenyl]methyl]carbamate NC1=CC(=C(C(=C1)F)N1N=CC(=N1)C=1C=CC(=C(C1)CNC(OC)=O)C)F